(5-Cyclohexyl-1-propionyl-4,5-dihydro-1H-pyrazol-3-yl)-4-methylthiophene C1(CCCCC1)C1CC(=NN1C(CC)=O)C=1SC=C(C1)C